C(#N)C1(CC1)C=1C=CC(=NC1)C(=O)O 5-(1-cyanocyclopropyl)-pyridine-2-carboxylic acid